1-[(4-fluoro-2-methoxyphenyl)methyl]-1-(1-methylpiperidin-4-yl)-3-{[4-(2-methylpropyloxy)phenyl]methyl}urea FC1=CC(=C(C=C1)CN(C(=O)NCC1=CC=C(C=C1)OCC(C)C)C1CCN(CC1)C)OC